OC=1C2=C(SC1)OCCO2 hydroxyethylenedioxythiophene